2,7-dinitropyrene-4,5,9,10-tetraone [N+](=O)([O-])C1=CC=2C(C(C=3C=C(C=C4C(C(C(=C1)C2C43)=O)=O)[N+](=O)[O-])=O)=O